ClC1=C(C(=O)N)C(=CC(=N1)Cl)NC1=NC=CC=C1C 2,6-dichloro-4-[(3-methylpyridin-2-yl)amino]nicotinamide